[Ru](=O)(=O)=O Ruthenium (VI)-Oxid